9H-carbazole-9-acetic acid C1=CC=CC=2C3=CC=CC=C3N(C12)CC(=O)O